C(C)OC(CCC(=O)C=1SC2=C(C1)C(=C(C(=C2)OC)OCCCOC=2C(=C1CNCC1=CC2OC)Cl)F)=O Ethyl-4-[5-[3-(4-chloro-6-methoxy-isoindolin-5-yl)oxypropoxy]-4-fluoro-6-methoxy-benzothiophen-2-yl]-4-oxo-butanoate